CN[C@H]1[C@@H](CCCC1)NC |r| racemic-(1R,2R)-N1,N2-dimethylcyclohexane-1,2-diamine